N1=CN=C(C2=C1NC=C2)N[C@@H]2CC[C@@H](NC2)C (2S,5R)-5-((7H-pyrrolo[2,3-d]pyrimidine-4-yl)amino)-2-methylpiperidin